C(C)N1C(NCC1=O)=S 3-ethyl-2-thioxoimidazolidin-4-one